tert-butyl 4-(6-(4-(4-isopropylpiperazin-1-yl)phenyl)-1-methyl-2-(tetrahydro-2H-pyran-4-yl)-1H-benzo[d]imidazol-4-yl)piperidine-1-carboxylate C(C)(C)N1CCN(CC1)C1=CC=C(C=C1)C=1C=C(C2=C(N(C(=N2)C2CCOCC2)C)C1)C1CCN(CC1)C(=O)OC(C)(C)C